(Z)-dihydrogen phosphate P(=O)(O)(O)[O-]